C(C)OC(=O)C1CC12CN(CC2)C2=NC(=NC(=C2)C(F)(F)F)Cl 5-(2-chloro-6-(trifluoromethyl)pyrimidin-4-yl)-5-azaspiro[2.4]heptane-1-carboxylic acid ethyl ester